Cl.C1(CC1)C#CC=1C(=C(CC2NCCC2NS(=O)(=O)CC)C=CC1)F N-(2-(3-(cyclopropylethynyl)-2-fluorobenzyl)pyrrolidin-3-yl)ethanesulfonamide hydrochloride